NC=1C(=NC(=CN1)C1=NC=C(C=N1)N1CCN(CC1)C)N1N=CC(=C1)C(=O)N 1-{3-amino-6-[5-(4-methylpiperazin-1-yl)pyrimidin-2-yl]pyrazin-2-yl}pyrazole-4-carboxamide